N-isopropyl-N-methylformamide C(C)(C)N(C=O)C